[Si]=O.[C] Carbon silicon oxide